CN(CCNC=C1C(CC(CC1=O)C1=CNC(=C1)C1=CC=CC=C1)=O)C 2-(((2-(dimethylamino)ethyl)amino)methylene)-5-(5-phenyl-1H-pyrrole-3-yl)cyclohexane-1,3-dione